7-bromospiro[benzo[b][1,4]oxazine-2,1'-cyclopropan]-3(4H)-one BrC=1C=CC2=C(OC3(CC3)C(N2)=O)C1